N-(1,3-dimethylbutyl)-N'-p-hydroxyphenyl-p-phenylenediamine CC(CC(C)C)NC1=CC=C(C=C1)NC1=CC=C(C=C1)O